[1,3-bis-(2,4,6-trimethylphenyl)-2-imidazolidinyliden]dichloro(o-isopropoxyphenylmethylen)ruthenium CC1=C(C(=CC(=C1)C)C)N1C(N(CC1)C1=C(C=C(C=C1C)C)C)=[Ru](=CC1=C(C=CC=C1)OC(C)C)(Cl)Cl